C(=O)O.CC=1N=C(C2=C(N1)C=CS2)N methylthieno[3,2-d]pyrimidin-4-amine formate